NC1=C(SC2=NC(=CC=C21)C)C(=O)NC2CC=1C(=NC(=CC1)N1CC3(OCC(O3)C)C(C1)N)OC2 3-amino-N-(7-{9-amino-2-methyl-1,4-dioxa-7-azaspiro[4.4]nonan-7-yl}-2H,3H,4H-pyrano[2,3-b]pyridin-3-yl)-6-methylthieno[2,3-b]pyridine-2-carboxamide